(R,E)-2-(1,1-difluoroethyl)-N-(1-methoxy-4-(methylsulfonyl)but-3-en-2-yl)-4-phenoxypyrimidine-5-carboxamide FC(C)(F)C1=NC=C(C(=N1)OC1=CC=CC=C1)C(=O)N[C@@H](COC)\C=C\S(=O)(=O)C